(3RS)-3-(4-{[(1r,4r)-4-[(6-{1-[6-(2-hydroxyphenyl)pyridazin-4-yl]-4-phenylpiperidine-4-carbonyl}-2,6-diazaspiro[3.3]heptan-2-yl)methyl]cyclohexyl]oxy}phenyl)piperidine-2,6-dione OC1=C(C=CC=C1)C1=CC(=CN=N1)N1CCC(CC1)(C(=O)N1CC2(CN(C2)CC2CCC(CC2)OC2=CC=C(C=C2)[C@@H]2C(NC(CC2)=O)=O)C1)C1=CC=CC=C1 |r|